C1(CCC1)NC1=NC(=NC=C1C(=O)N)NC12CCC(CC1)(CC2)O 4-(cyclobutylamino)-2-(4-hydroxybicyclo[2.2.2]octan-1-ylamino)pyrimidine-5-carboxamide